ClC[C@H](COC1=C(C=C(C=C1Cl)C(C)(C)C1=CC=C(C=C1)OC[C@@H](COC)O)Cl)O (S)-1-chloro-3-(2,6-dichloro-4-(2-(4-((R)-2-hydroxy-3-methoxypropoxy)phenyl)propan-2-yl)phenoxy)propan-2-ol